C(C)=C1SC1 ethylidene(thiirane)